The molecule is a menaquinol whose structure comprises a 2-methylbenzohydroquinone nucleus and a side chain of eight isoprenoid units. It has a role as an electron donor. CC1=C(C2=CC=CC=C2C(=C1C/C=C(\\C)/CC/C=C(\\C)/CC/C=C(\\C)/CC/C=C(\\C)/CC/C=C(\\C)/CC/C=C(\\C)/CC/C=C(\\C)/CCC=C(C)C)O)O